oxo-spiro(5.5)undecane O=C1CCCCC12CCCCC2